CC1=C(C(C(O1)=O)O)CC METHYL-ETHYL-HYDROXYFURANONE